N-(5-(6-(2-bromo-4-(trifluoromethyl)phenyl)-1-oxo-3,4-dihydroisoquinolin-2(1H)-yl)-2-((2-methoxyethoxy)methoxy)phenyl)-2-methoxyethane-1-sulfonamide BrC1=C(C=CC(=C1)C(F)(F)F)C=1C=C2CCN(C(C2=CC1)=O)C=1C=CC(=C(C1)NS(=O)(=O)CCOC)OCOCCOC